C(C1=CC=CC=C1)N1C(N(C2(CC2)C1=O)CC=1SC(=NN1)C1=NC(=C(C(=C1)C(F)(F)F)F)O)=O 6-benzyl-4-((5-(5-fluoro-6-hydroxy-4-(trifluoromethyl)pyridin-2-yl)-1,3,4-thiadiazol-2-yl)methyl)-4,6-diazaspiro[2.4]heptane-5,7-dione